N1(N=NN=C1)C[C@H](C)OC1=C(C#N)C=CC(=C1)C=1C=NC(=NC1)NC=1C(=NN(C1)C1CCC(CC1)N1CCOCC1)OCC(COC)(F)F 2-(((S)-1-(1H-tetrazol-1-yl)propan-2-yl)oxy)-4-(2-((3-(2,2-difluoro-3-methoxypropoxy)-1-((1r,4r)-4-morpholinocyclohexyl)-1H-pyrazol-4-yl)amino)pyrimidin-5-yl)benzonitrile